C1=C(C=CC2=CC=CC=C12)C(=O)N[C@@H](C(=O)N1[C@@H](CCC1)C(=O)NC(C(C(=O)NCCOC)=O)C(C)C)CC1CCCCC1 (2S)-1-((R)-2-(2-naphthoylamino)-3-cyclohexylpropionyl)-N-(1-((2-methoxyethyl)amino)-4-methyl-1,2-dioxopent-3-yl)pyrrolidine-2-carboxamide